((4S,5R)-2,2-dimethyl-5-(4-methylthiazol-5-yl)-1,3-dioxolan-4-yl)methyl sulfamate S(N)(OC[C@@H]1OC(O[C@H]1C1=C(N=CS1)C)(C)C)(=O)=O